CC1=CC=C(C=C1)S(=O)(=O)NCC1=CC=C(C=C1)C1=NN2C(S1)=NN=C2 4-methyl-N-[[4-([1,2,4]triazolo[3,4-b][1,3,4]thiadiazol-6-yl)phenyl]methyl]benzenesulfonamide